C(C)(C)(C)OC(=O)N[C@@H](C(=O)N1[C@@H](C[C@H](C1)O)C(=O)O)C(C)(C)C (2S,4R)-1-((R)-2-((tert-butoxycarbonyl)amino)-3,3-Dimethylbutyryl)-4-hydroxypyrrolidine-2-carboxylic acid